N-(5-((6-((R)-3-(3-chloro-4-fluorophenyl)isoxazolidine-2-yl)pyrimidine-4-yl)amino)-2-(4-(4-ethylpiperazine-1-yl)piperidine-1-yl)-4-methoxyphenyl)acrylamide ClC=1C=C(C=CC1F)[C@@H]1N(OCC1)C1=CC(=NC=N1)NC=1C(=CC(=C(C1)NC(C=C)=O)N1CCC(CC1)N1CCN(CC1)CC)OC